oxyethyleneether ammonium sulfate S(=O)(=O)([O-])[O-].[NH4+].O1CCO1.[NH4+]